NC1=NC=NC=2C3=C(CC(C12)(C)C)C(=C(C=C3)O[C@@H]3CC[C@H](CC3)N)N(CCC#N)C3CC3 3-[[4-amino-8-(trans-4-aminocyclohexoxy)-5,5-dimethyl-6H-benzo[h]quinazolin-7-yl]-cyclopropyl-amino]propanenitrile